C(C1=CC=CC=C1)N1C(C(=NC(=C1)CCCN[C@H]1[C@@H](C1)C1=CC=CC=C1)N1CC(N(CC1)C(=O)OC(C)(C)C)=O)=O tert-Butyl 4-(4-benzyl-3-oxo-6-(3-(((1R,2S)-2-phenylcyclopropyl)amino)-propyl)-3,4-dihydropyrazin-2-yl)-2-oxopiperazine-1-carboxylate